(2E)-crotonaldehyde C(\C=C\C)=O